FC=1C=C(C=CC1OC1=CC=CC=C1)O 3-fluoro-4-phenoxyphenol